BrC1=C(C=C2CCCC2=C1)N 6-Bromo-2,3-dihydro-1H-inden-5-amine